ClC=1C(=CC(=C(C1)NC(=O)C1CC=2C=NC(=CC2N1C(=O)OC(C)(C)C)OC)F)F tert-butyl 2-((5-chloro-2,4-difluorophenyl)carbamoyl)-6-methoxy-2,3-dihydro-1H-pyrrolo[3,2-c]pyridine-1-carboxylate